[Pb].[Cu].[Zn] Zinc-copper-lead